ClC1=C(C=CC=C1NC(=O)C=1N(C2=C(CN(CC2)C)N1)C)C1=C(C(=CC=C1)C1=NC=C(C(=C1)OC)C=O)C N-(2-chloro-3'-(5-formyl-4-methoxypyridin-2-yl)-2'-methyl-[1,1'-biphenyl]-3-yl)-1,5-dimethyl-4,5,6,7-tetrahydro-1H-imidazo[4,5-c]pyridine-2-carboxamide